FC1=C(OC=2C=C(C=NS(=O)C(C)(C)C)C=CC2)C=CC(=C1)F N-(3-(2,4-difluorophenoxy)benzylidene)-2-methylpropane-2-sulfinamide